FC1=C2C(=CNC2=CC=C1)B(O)O 4-FLUORO-1H-INDOL-3-YLBORONIC ACID